CS(=O)(=O)O.O=C1NN=C(C2=CC=CC=C12)C=1C=C(C=CC1)NC(CCCN1CCOCC1)=O N-[3-(3,4-dihydro-4-oxo-1-phthalazinyl)phenyl]-4-morpholinebutanamide methanesulfonate